2-chloro-1-(2-chlorophenyl)ethanone ClCC(=O)C1=C(C=CC=C1)Cl